2-Bromo-10-methoxy-3-phenyl-5H-imidazo[1,2-c]pyrido[3,2-e][1,3]oxazine BrC=1N=C2N(COC3=C2C(=CC=N3)OC)C1C1=CC=CC=C1